Tert-Butyl [4-Bromo-2-(Cyclopropyloxy)Phenyl]Carbamate BrC1=CC(=C(C=C1)NC(OC(C)(C)C)=O)OC1CC1